tert-butyl N-[2-[(4-bromo-2-methyl-indazol-3-yl)amino]ethyl]-N-methyl-carbamate BrC=1C2=C(N(N=C2C=CC1)C)NCCN(C(OC(C)(C)C)=O)C